(2S,5R)-5-benzyloxyamino-piperidine-2-carboxylate C(C1=CC=CC=C1)ON[C@@H]1CC[C@H](NC1)C(=O)[O-]